5-((S)-1-(chloromethyl)-5-(((2S,3R,4S,5S,6R)-3,4,5-triacetoxy-6-(acetoxymethyl)tetrahydro-2H-pyran-2-yl)oxy)-1,2-dihydro-3H-benzo[e]indol-3-yl)-5-oxo-pentanoic acid ClC[C@@H]1CN(C=2C=C(C3=C(C12)C=CC=C3)O[C@@H]3O[C@@H]([C@@H]([C@@H]([C@H]3OC(C)=O)OC(C)=O)OC(C)=O)COC(C)=O)C(CCCC(=O)O)=O